(20R)-3-ethyl-17-fluoro-20-methyl-21-oxa-3,4,9,12,24-pentaazapentacyclo[20.3.1.02,6.08,13.014,19]hexacosa-1(25),2(6),4,8(13),9,11,14,16,18,22(26),23-undecaen-23-amine C(C)N1C=2C3=CN=C(C(O[C@@H](C4=CC(=CC=C4C=4N=CC=NC4CC2C=N1)F)C)=C3)N